(S)-1'-(6-((2-amino-3-chloropyridin-4-yl)thio)-1,2,4-triazin-3-yl)-1,3-dihydrospiro[inden-2,4'-piperidin]-1-amine fumarate C(\C=C\C(=O)O)(=O)O.NC1=NC=CC(=C1Cl)SC1=CN=C(N=N1)N1CCC2(CC1)[C@@H](C1=CC=CC=C1C2)N